[Pb].[Sn].[Sn].[Sn].[Nb] niobium tri-tin lead